NC1=NC=C(C(=N1)C1=CC=C(C=C1)NC1=NC(=NC=C1)NCC1=CC(=CC=C1)OC)C N4-(4-(2-amino-5-methylpyrimidin-4-yl)phenyl)-N2-(3-methoxybenzyl)pyrimidine-2,4-diamine